ClC1=C(C=CC=C1C1=C(C(=CC=C1)C1=CC=2N(C=C1)C(=NN2)C2=CC=C(C=C2)C=O)Cl)C2=CC=C(C=C2)C=O 2',2''-dichloro-3''-(3-(4-formylphenyl)-[1,2,4]triazolo[4,3-a]pyridin-7-yl)-[1,1':3',1''-terphenyl]-4-carbaldehyde